N(=[N+]=[N-])C[C@H]1CN([C@H](CO1)CC1=CC=C(C=C1)Cl)C1CCC(CC1)C1=NN(C(=C1)C)C (2R,5S)-2-(Azidomethyl)-5-(4-chlorobenzyl)-4-(4-(1,5-dimethyl-1H-pyrazol-3-yl)cyclohexyl)morpholin